3-(1H-imidazol-1-yl)propan-1-one N1(C=NC=C1)CCC=O